C(C)(C)(C)OC(=O)N1[C@@H](CCC1)C1=NN=C(S1)C(=O)OCC ethyl (S)-5-(1-(tert-butoxycarbonyl)pyrrolidin-2-yl)-1,3,4-thiadiazole-2-carboxylate